CC1=CC(=NC(=C1)C)NC(=O)C1CN(C1)C1=CC(=C2C(C(=CN(C2=N1)C=1SC=CN1)C(=O)O)=O)C 7-{3-[(4,6-Dimethylpyridin-2-yl)carbamoyl]azetidin-1-yl}-5-methyl-4-oxo-1-(1,3-thiazol-2-yl)-1,4-dihydro-1,8-naphthyridine-3-carboxylic acid